tert-Butyl (4-(8-amino-1-bromo-3-isopropylimidazo[1,5-a]pyrazin-5-yl)cyclohex-3-en-1-yl)carbamate NC=1C=2N(C(=CN1)C1=CCC(CC1)NC(OC(C)(C)C)=O)C(=NC2Br)C(C)C